trans-4-(5-methyl-3-(4-((4-methylpiperazin-1-yl)methyl)styryl)-1H-indazol-6-yl)pyrimidin-2-amine CC=1C=C2C(=NNC2=CC1C1=NC(=NC=C1)N)\C=C\C1=CC=C(C=C1)CN1CCN(CC1)C